C(C1=CC=CC=C1)N1CC(CC1)(C(=O)OCC)C(CC)NS(=O)C(C)(C)C ethyl 1-benzyl-3-(1-((tert-butylsulfinyl)amino)propyl)pyrrolidine-3-carboxylate